(4,6-diamino-2-(1-(2,6-difluorobenzyl)-1H-pyrazolo[3,4-c]pyridazin-3-yl)pyrimidin-5-yl)-1-(trifluoromethyl)cyclopropane-1-carboxamide NC1=NC(=NC(=C1C1C(C1)(C(=O)N)C(F)(F)F)N)C1=NN(C2=NN=CC=C21)CC2=C(C=CC=C2F)F